3-oxo-6-azabicyclo[3.1.1]heptane hydrochloride Cl.O=C1CC2NC(C1)C2